1,3-dimethyl-5-(4,4,5,5-tetramethyl-1,3,2-dioxaborolan-2-yl)-1H-indole-7-carbonitrile CN1C=C(C2=CC(=CC(=C12)C#N)B1OC(C(O1)(C)C)(C)C)C